NC1=NN2C(N=CC=C2)=C1C(=O)NC=1C(=NN(C1)CC(N(C)C)=O)C1=C(C=CC(=C1)Cl)OC(F)F 2-amino-N-[3-[5-chloro-2-(difluoromethoxy)phenyl]-1-[(dimethylcarbamoyl)methyl]-1H-pyrazol-4-yl]pyrazolo[1,5-a]pyrimidine-3-carboxamide